2-[[2-(2,6-dioxo-3-piperidyl)-1-oxo-isoindolin-4-yl]amino]acetic acid O=C1NC(CCC1N1C(C2=CC=CC(=C2C1)NCC(=O)O)=O)=O